[Cl-].[Cl-].C1(=CC=CC=C1)P(C1=CC=CC=C1)C1=CC=CC=C1.C1(=CC=CC=C1)P(C1=CC=CC=C1)C1=CC=CC=C1.[Pd+2] Palladium (ii) bis(triphenylphosphine) dichloride